ethyl 2,3-difluorobenzoate FC1=C(C(=O)OCC)C=CC=C1F